C(C)C=1NC(=C(N1)C)CC 2,5-diethyl-4-methylimidazole